4-bromo-5-fluoro-2-{[(4-methoxyphenyl)methyl]amino}benzene-1-carbonitrile BrC1=CC(=C(C=C1F)C#N)NCC1=CC=C(C=C1)OC